N1N=CC2=NC(=CC=C21)CC2CC1(CN(C1)C(=O)N1C[C@@H]3[C@@H](OCC(N3)=O)CC1)C2 (4aR,8aS)-6-[6-(1H-pyrazolo[4,3-b]pyridin-5-ylmethyl)-2-azaspiro[3.3]heptane-2-carbonyl]-4,4a,5,7,8,8a-hexahydropyrido[4,3-b][1,4]oxazin-3-one